[6-(4-Dimethylamino-piperidin-1-yl)-2-methyl-pyrimidin-4-yl]-(5-pyridin-4-yl-thiazol-2-yl)-amine hydrochloride salt Cl.CN(C1CCN(CC1)C1=CC(=NC(=N1)C)NC=1SC(=CN1)C1=CC=NC=C1)C